1,3-diallyl-1,3,5-triazinane-2,4,6-trione C(C=C)N1C(N(C(NC1=O)=O)CC=C)=O